C(C)(C)(C)N1CCN(CC1)C=1C=NC(=CC1)NC=1N=CC2=C(N1)N(C(C(=C2C)C(=C)OCCCC)=O)C2CCCC2 tert-butyl-4-(6-{[6-(1-butoxyethenyl)-8-cyclopentyl-5-methyl-7-oxo-7,8-dihydropyrido[2,3-d]pyrimidin-2-yl]amino}pyridin-3-yl)piperazine